2,5-disilahexane C[SiH2]CC[SiH2]C